9-(3-(pyridin-3-ylsulfonyl)phenyl)-9H-carbazole N1=CC(=CC=C1)S(=O)(=O)C=1C=C(C=CC1)N1C2=CC=CC=C2C=2C=CC=CC12